C1(CCCCC1)C1(C=2C(=NC(=N1)NC1=C(C=C(C=C1)N1CCOCC1)OC)NNC2C=2N=CN(C2)C(C)C)N 4-Cyclohexyl-3-(1-isopropyl-1H-imidazol-4-yl)-N6-(2-methoxy-4-morpholinophenyl)-1H-pyrazolo[3,4-d]pyrimidine-4,6-diamine